C(#C)C1=CC=CC2=CC(=CC=C12)SN 1-ethynyl-6-aminothionaphthalene